3-(2-(3-(6-methylpyridin-2-yl)-4-(quinolin-4-yl)-1H-pyrazol-1-yl)acetamido)-5-fluorobenzoic acid CC1=CC=CC(=N1)C1=NN(C=C1C1=CC=NC2=CC=CC=C12)CC(=O)NC=1C=C(C(=O)O)C=C(C1)F